SC(CCCCCCCC)O mercapto-1-nonanol